N1C(=NC=C1)C#CCN(C(=O)[C@H]1N(CCC1)C1=NC(=CC(=C1C#N)C(F)(F)F)C)C1=CC=C(C=C1)F (S)-N-(3-(1H-imidazol-2-yl)prop-2-yn-1-yl)-1-(3-cyano-6-methyl-4-(trifluoromethyl)pyridin-2-yl)-N-(4-fluorophenyl)pyrrolidine-2-carboxamide